N-{2-[(1-{[2-(2-methoxyethoxy)naphthalen-1-yl]methyl}naphthalen-2-yl)oxy]ethyl}acetamide COCCOC1=C(C2=CC=CC=C2C=C1)CC1=C(C=CC2=CC=CC=C12)OCCNC(C)=O